FC1=C2C(=NNC2=CC=C1)C1CCN(CC1)C=1C=CC2=C(N=C(O2)N2CCOCC2)C1 5-(4-(4-fluoro-1H-indazol-3-yl)piperidin-1-yl)-2-morpholinobenzo[d]oxazole